2-(dichloromethyl)-4,4,5,5-tetramethyl-1,3,2-dioxaborolane ClC(B1OC(C(O1)(C)C)(C)C)Cl